6-(2,3-Dichlorobenzyl)-1-dimethylamino-4-oxo-1,4-dihydroquinoline-3-carboxylic acid ClC1=C(CC=2C=C3C(C(=CN(C3=CC2)N(C)C)C(=O)O)=O)C=CC=C1Cl